4-amino-1-((4-methyl-5-(pyrrolidin-1-ylmethyl)thiophen-2-yl)methyl)-1,3-dihydro-2H-imidazo[4,5-c]quinolin-2-one NC1=NC=2C=CC=CC2C2=C1NC(N2CC=2SC(=C(C2)C)CN2CCCC2)=O